4-((3-(difluoro(1-methylcyclopropyl)methyl)phenyl)carbamoyl)-2-(6-methoxy-2',6'-dimethyl-[1,1'-biphenyl]-3-yl)-5-methyl-1H-imidazole 3-oxide FC(C=1C=C(C=CC1)NC(=O)C=1[N+](=C(NC1C)C=1C=C(C(=CC1)OC)C1=C(C=CC=C1C)C)[O-])(C1(CC1)C)F